CC1(C)CCCC(C)=C1\C=C\C(\C)=C\C=C\C(\C)=C/C=C/C=C(\C)/C=C/C=C(\C)/C=C/C1=C(C)CCCC1(C)C (13Z)-β-Carotene